(R)-3-(3-chloro-4-fluorophenyl)-1-(3-hydroxypropyl)-1-(1-(1-oxo-1,2-dihydro-2,7-naphthyridin-4-yl)ethyl)urea ClC=1C=C(C=CC1F)NC(N([C@H](C)C1=CNC(C2=CN=CC=C12)=O)CCCO)=O